5-(3-(difluoromethyl)-4-fluorophenyl)-2-methylpyridine FC(C=1C=C(C=CC1F)C=1C=CC(=NC1)C)F